FC=1C=C(C=CC1)N1CCC(CC1)CN1[C@H]([C@H]([C@@H]([C@H](C1)O)O)O)CO (2S,3R,4R,5S)-1-((1-(3-fluorophenyl)piperidin-4-yl)methyl)-2-(hydroxymethyl)piperidine-3,4,5-triol